C(C)(C)(C)OC(=O)N1C(CC(CC1C)N1CCCCC1)C.Cl.CC1N(C(CC(C1)N1CCCCC1)C)C(=O)NCCCCC 2,6-dimethyl-N-pentyl-4-(1-piperidinyl)piperidine-1-carboxamide hydrochloride tert-butyl-2,6-dimethyl-4-(1-piperidinyl)piperidine-1-carboxylate